benzyl ((cis)-3-methoxypiperidin-4-yl)carbamate CO[C@@H]1CNCC[C@@H]1NC(OCC1=CC=CC=C1)=O